OC(CNC(OC(C)(C)C)=O)CC tert-butyl N-(2-hydroxybutyl)carbamate